3-chloro-2'-(2-(2-hydroxypropan-2-yl)pyrimidin-4-yl)-5',6-dimethyl-2H-[1,4'-bipyridin]-2-one ClC=1C(N(C(=CC1)C)C1=CC(=NC=C1C)C1=NC(=NC=C1)C(C)(C)O)=O